(2s,5r)-5-((trimethylsilyl)ethynyl)pyrrolidine-1,2-dicarboxylic acid 1-(tert-butyl) ester 2-methyl ester COC(=O)[C@H]1N([C@H](CC1)C#C[Si](C)(C)C)C(=O)OC(C)(C)C